BrC1=NC(=CC=C1NC(C(F)(F)F)=O)C(F)(F)F N-(2-bromo-6-(trifluoromethyl)pyridin-3-yl)-2,2,2-trifluoroacetamide